[Cl-].C(CCCCCCCCCCCCC)PC(C1=CC=CC=C1)(C1=CC=CC=C1)C1=CC=CC=C1 n-tetradecyltritylphosphine chloride